6-(2-oxa-7-azaspiro[3.5]nonan-7-yl)pyridine-2-carboxylic acid methyl ester COC(=O)C1=NC(=CC=C1)N1CCC2(COC2)CC1